6-bromo-N-(1-(4,4-difluorocyclohexyl)-5-methyl-1H-pyrazol-3-yl)-2-(6-azaspiro[2.5]octan-6-yl)nicotinamide BrC1=NC(=C(C(=O)NC2=NN(C(=C2)C)C2CCC(CC2)(F)F)C=C1)N1CCC2(CC2)CC1